7-(8-fluoronaphthyl)-6-fluoro-2-(((S)-1-methylpyrrolidin-2-yl)methoxy)-4-chloro-1,8-naphthyridine FC=1C=CC=C2C=CC=C(C12)C1=C(C=C2C(=CC(=NC2=N1)OC[C@H]1N(CCC1)C)Cl)F